Cl.BrCC(=O)C1CCNCCC1 4-(2-bromoacetyl)azepane hydrochloride